C(C)OC1=C(C=CC=C1)S(=O)(=O)NC(=O)C=1OC2=C(C1)C=CC(=C2)N2CC(C2)F N-(2-Ethoxybenzene-1-sulfonyl)-6-(3-fluoroazetidin-1-yl)-1-benzofuran-2-carboxamide